2-(1H-Imidazol-1-yl)-N-(1-methyl-1H-imidazol-4-yl)-5H-pyrrolo[3,2-d]pyrimidine N1(C=NC=C1)C1N=CC2=C(N1C=1N=CN(C1)C)C=CN2